N-((1r,3r)-3-(3-chloro-4-cyanophenoxy)-2,2,4,4-tetramethylcyclobutyl)-6-(4-(3-(2,6-dioxopiperidin-3-yl)benzyl)piperazin-1-yl)pyridazine-3-carboxamide ClC=1C=C(OC2C(C(C2(C)C)NC(=O)C=2N=NC(=CC2)N2CCN(CC2)CC2=CC(=CC=C2)C2C(NC(CC2)=O)=O)(C)C)C=CC1C#N